(3-((2,5-difluorophenoxy)-methyl)bicyclo[1.1.1]pentan-1-yl)(5-(3,5-difluorophenyl)-4,5-dihydro-1H-pyrazol-1-yl)methanone FC1=C(OCC23CC(C2)(C3)C(=O)N3N=CCC3C3=CC(=CC(=C3)F)F)C=C(C=C1)F